COC1=C(C=C2CCN(CC2=C1)C)NC=1N=NC(=C(N1)NC1=C(C=CC=C1)C1OCCC1)C(=O)N ((7-methoxy-2-methyl-1,2,3,4-tetrahydroisoquinolin-6-yl)amino)-5-((2-(tetrahydrofuran-2-yl)phenyl)amino)-1,2,4-triazine-6-carboxamide